5-[3-(1H-tetrazole-5-yl)phenyl]-1,3-dihydro-2H-naphtho[1,2-e][1,4]diazepine-2-one N1N=NN=C1C=1C=C(C=CC1)C=1C2=C(NC(CN1)=O)C1=CC=CC=C1C=C2